CN1N=C(C2=CC(=CC=C12)C(CC(C(=O)OCC)=O)=O)C Ethyl 4-(1,3-dimethyl-1H-indazol-5-yl)-2,4-dioxobutanoate